7-(sec-butyl)-5-chloro-N-((3R,4R)-3-fluoropiperidin-4-yl)imidazo[5,1-f][1,2,4]triazin-2-amine hydrochloride Cl.C(C)(CC)C1=NC(=C2C=NC(=NN21)N[C@H]2[C@@H](CNCC2)F)Cl